BrC1=NC(=CC(=C1)C)C1(COCC1)O 2-Bromo-6-(3-hydroxytetrahydrofuran-3-yl)-4-methyl-pyridine